ClC1=CC=C(OC2=CC=C3CCN(CC3=C2)C(=O)OC(C)(C)C)C=C1 tert-butyl 7-(4-chlorophenoxy)-3,4-dihydroisoquinoline-2(1H)-carboxylate